1-methyl-5-(3,3,3-trifluoropropyl)-1H-pyrazole-4-carboxylic acid CN1N=CC(=C1CCC(F)(F)F)C(=O)O